O=C1NC(CCC1N1C(C2=C(C=C(C=C2C1)N1CCC(CC1)CN1CCN(CC1)C1=CC=C(C=C1)N1C=NC2=CC=CC=C2C1=O)OC(F)(F)F)=O)=O 3-{4-[4-({1-[2-(2,6-dioxopiperidin-3-yl)-1-oxo-7-(trifluoromethoxy)-2,3-dihydro-1H-isoindol-5-yl]piperidin-4-yl}methyl)piperazin-1-yl]phenyl}-4-oxo-3,4-dihydroquinazolin